1,3-dioxoisoindolin-2-yl (1S,2S)-2-(2-methylthiazol-4-yl)cyclopropane-1-carboxylate CC=1SC=C(N1)[C@@H]1[C@H](C1)C(=O)ON1C(C2=CC=CC=C2C1=O)=O